FC=1C=C(C=C(C1)F)[C@@H]1CCC2=NN(C(N21)=O)C21CC(C2)(C1)CO (S)-5-(3,5-difluorophenyl)-2-(3-(hydroxymethyl)bicyclo[1.1.1]pentan-1-yl)-2,5,6,7-tetrahydro-3H-pyrrolo[2,1-c][1,2,4]triazol-3-one